C[C@H]1N(CCOC1)C1=CC(=NC(=N1)C1=C2C(=NC=C1)NC=C2)C(C)(C)NC(OC(C)(C)C)=O tert-butyl N-(2-[6-[(3R)-3-methylmorpholin-4-yl]-2-[1H-pyrrolo[2,3-b]pyridin-4-yl] pyrimidin-4-yl]propan-2-yl)carbamate